O1CCC(CC1)CCC=O 3-(tetrahydro-2H-pyran-4-yl)propan-1-one